3-methyl-2-{8-[(3R)-1-methylpiperidin-3-yl]cinnolin-3-yl}-5-(trifluoromethyl)phenol CC=1C(=C(C=C(C1)C(F)(F)F)O)C=1N=NC2=C(C=CC=C2C1)[C@@H]1CN(CCC1)C